C(C)S(=O)(=O)N1C2CN(CC1CC2)CC2=CC(=C(C=C2)C2=CC=C(C=C2)C(C(F)(F)F)(C(F)(F)F)O)C 2-(4'-((8-(ethylsulfonyl)-3,8-diazabicyclo[3.2.1]octan-3-yl)methyl)-2'-methyl-[1,1'-biphenyl]-4-yl)-1,1,1,3,3,3-hexafluoropropan-2-ol